N-ethyl-piperonylamine C(C)NCC1=CC=2OCOC2C=C1